5-(2-nitrophenyl)sulfonyl-4,6,7,8-tetrahydropyrazolo[1,5-a][1,4]diazepine-2-carboxylic acid [N+](=O)([O-])C1=C(C=CC=C1)S(=O)(=O)N1CC=2N(CCC1)N=C(C2)C(=O)O